2-(glycidyloxy)-1-naphthonitrile oxide C(C1CO1)OC1=C(C2=CC=CC=C2C=C1)C#[N+][O-]